3-(3,4-epoxycyclohexyl)-8,9-epoxy-1,5-dioxaspiro[5.5]undecane C1(CC2C(CC1)O2)C2COC1(OC2)CC2C(CC1)O2